5-chloro-2-(4,4-difluoroazepan-1-yl)-N-(3-(N'-hydroxyamidino)-4-methylphenyl)-6-methylnicotinamide ClC=1C(=NC(=C(C(=O)NC2=CC(=C(C=C2)C)C(N)=NO)C1)N1CCC(CCC1)(F)F)C